2-((1-methyl-1H-pyrazol-4-yl)amino)-4-((2-(prop-1-en-1-yl)benzyl)amino)pyrimidin-5-carboxamide CN1N=CC(=C1)NC1=NC=C(C(=N1)NCC1=C(C=CC=C1)C=CC)C(=O)N